C(#N)C1=C(C=CC(=C1)N(S(=O)(=O)CCC)CC1=CC=NC=C1)N1CCN(CC1)C(=O)N(C)C 4-(2-cyano-4-(N-(pyridin-4-ylmethyl)propanesulfonamido)phenyl)-N,N-dimethylpiperazin-1-formamide